CC(C)(C)S(=O)N[C@@H]1C2=C(OC13CCNCC3)C=CC=C2 2-methyl-N-((R)-3H-spiro[benzofuran-2,4'-piperidin]-3-yl)propane-2-sulfinamide